2-(4-(2-(6-(2-ethyl-4-hydroxyphenyl)-7-fluoro-1H-indazol-3-yl)-1H-imidazol-4-yl)-3,6-dihydropyridin-1(2H)-yl)-N-methylacetamide C(C)C1=C(C=CC(=C1)O)C1=CC=C2C(=NNC2=C1F)C=1NC=C(N1)C=1CCN(CC1)CC(=O)NC